C12CN(CC2C1)CCOCC1=CC=C(C=N1)C1=CC=2C3=C(N=NC2C=C1)N(C(N3[C@@H]3COCCC3)=O)C 8-(6-((2-(3-azabicyclo[3.1.0]hexan-3-yl)ethoxy)methyl)pyridin-3-yl)-3-methyl-1-((S)-tetrahydro-2H-pyran-3-yl)-1H-imidazo[4,5-c]cinnolin-2(3H)-one